OC(C)(C)C1=CC=C(C=C1)CCCCC(=O)CCCCC1=CC=C(C=C1)C(C)(C)O 4-α-hydroxyisopropylphenyl-n-butyl ketone